N-((4,6-dimethyl-2-oxo-1,2-dihydropyridin-3-yl)methyl)-6-methyl-5-(1-morpholinoethyl)-2-(6-(piperazin-1-yl)pyridin-3-yl)indolizine-7-carboxamide CC1=C(C(NC(=C1)C)=O)CNC(=O)C=1C(=C(N2C=C(C=C2C1)C=1C=NC(=CC1)N1CCNCC1)C(C)N1CCOCC1)C